C1(CC1)C(CC(C)O)C1=CC(=CC=C1)OC[C@@H]1CC[C@H](CC1)C1=C(C=CC(=C1)OC)F (2-cyclopropyl-2-(3-(((trans)-4-(2-fluoro-5-methoxyphenyl)cyclohexyl)methoxy)phenyl)ethyl)ethanol